ClC=1C=C(C=NC1)CC1=CN=C(S1)N 5-((5-chloropyridin-3-yl)methyl)thiazol-2-amine